α-Aminoacetophenone NCC(=O)C1=CC=CC=C1